FC=1C=C2CC3(CN4C2=C(C1)C(C(=C4CO)I)=O)CCOCC3 9'-fluoro-5'-(hydroxymethyl)-6'-iodo-2,3,5,6-tetrahydro-1'H-spiro[pyran-4,2'-pyrido[3,2,1-ij]quinolin]-7'(3'H)-one